COC([C@H](CC(C)C)N1N=C(C=C(C1=O)C)CCN1CC(C1)C)=O (S)-4-methyl-2-(5-methyl-6-oxo-3-(2-(3-methylazetidin-1-yl)ethyl)pyridazin-1(6H)-yl)pentanoic acid methyl ester